C1=CC=C(C=C1)N(C2=CC=CC=C2)C3=CC4=C(C=C3)C5(C6=C(O4)C=C(C=C6)N(C7=CC=CC=C7)C8=CC=CC=C8)C9=CC=CC=C9C(=O)O5 3,6-bis(diphenylamino)fluoran